4-(4-Acetylpiperazin-1-yl)sulphonylbenzoic acid C(C)(=O)N1CCN(CC1)S(=O)(=O)C1=CC=C(C(=O)O)C=C1